Benzyl 4-(tert-butyl) 2-(2-bromophenyl)piperazine-1,4-dicarboxylate BrC1=C(C=CC=C1)C1N(CCN(C1)C(=O)OC(C)(C)C)C(=O)OCC1=CC=CC=C1